ethyl-1-[(2R,3R)-2-(2,5-difluorophenyl)-2-hydroxy-3-[4-(4-cyanophenyl)thiazol-2-yl]butyl]-1H-[1,2,4]triazol-4-ium chloride [Cl-].C(C)C1=NN(C=[NH+]1)C[C@]([C@@H](C)C=1SC=C(N1)C1=CC=C(C=C1)C#N)(O)C1=C(C=CC(=C1)F)F